NC1=CC=CC(=N1)S(=O)(=O)NC(=O)C=1C(=NC(=CC1)C1=CC(=NC(=C1)C)OCC(C)C)N1C(C[C@@H](C1)C)(C)C N-[(6-Amino-2-pyridyl)sulfonyl]-6-(2-isobutoxy-6-methyl-4-pyridyl)-2-[(4S)-2,2,4-trimethylpyrrolidin-1-yl]pyridin-3-carboxamid